(S)-N-(5-((2-Amino-4-fluoro-2,4-dimethylphenyl)oxy)-6-(difluoromethyl)-[2,4'-bipyridine]-2'-yl)acetamide NC1([C@H](C=CC(C1)(C)F)OC=1C=CC(=NC1C(F)F)C1=CC(=NC=C1)NC(C)=O)C